C1=C(C=C(OC1=O)C(=O)[O-])C(=O)[O-] The molecule is a dicarboxylic acid dianion obtained via deprotonation of both carboxy groups of 2-oxo-2H-pyran-4,6-dicarboxylic acid; major species at pH 7.3. It is a conjugate base of a 2-oxo-2H-pyran-4,6-dicarboxylic acid.